3-(t-butyldiphenylsiloxy)propan-1-ol O([Si](C1=CC=CC=C1)(C1=CC=CC=C1)C(C)(C)C)CCCO